C(CCCC)C(CO)CCCCCCCCC 2-pentylunDecanol